C(C)(C)(C)OC(=O)N1CC(C1)OC1=CC=C(C(=O)N2CCN(CC2)C(=O)OCC2=CC=CC=C2)C=C1 benzyl 4-[4-(1-tert-butoxycarbonylazetidin-3-yl)oxybenzoyl]piperazine-1-carboxylate